5-(3-aminophenyl)-1H-tetrazolium NC=1C=C(C=CC1)C1=NN=N[NH2+]1